C(C=C)(=O)N1CC2(C1)CCN(CC2)C2=NC=NC1=CC=C(C=C21)C=2C=C(C(=NC2)OC)NS(=O)(=O)C2=C(C=C(C=C2)F)F N-(5-(4-(2-acryloyl-2,7-diazaspiro[3.5]nonan-7-yl)quinazolin-6-yl)-2-methoxypyridin-3-yl)-2,4-difluorobenzenesulfonamide